(R or S)-N-((5-amino-7-methoxy-[1,2,4]triazolo[1,5-c]quinazolin-2-yl)methyl)-4-(1,1,1-trifluoro-2-hydroxypropan-2-yl)benzamide NC1=NC=2C(=CC=CC2C=2N1N=C(N2)CNC(C2=CC=C(C=C2)[C@@](C(F)(F)F)(C)O)=O)OC |o1:23|